CP(=O)(C)C1=C2N=CC=NC2=CC=C1NC=1C2=C(N=C(N1)NC=1C(=CC(=C(C#N)C1)N1CCN(CC1)C)OC)NC=C2 5-((4-((5-(dimethyl-phosphoryl)quinoxalin-6-yl)amino)-7H-pyrrolo[2,3-d]pyrimidin-2-yl)amino)-4-methoxy-2-(4-methylpiperazin-1-yl)benzonitrile